C(C)OC(C1=C(C=C(C(=C1)F)C(F)(F)F)OC1=C(C=C(C=C1)OC(F)(F)F)OC)=O 5-fluoro-2-[2-methoxy-4-(trifluoromethoxy)phenoxy]-4-(trifluoromethyl)benzoic acid ethyl ester